1-(2,5-dichlorophenyl)-(S,S)-1,2-propanediol ClC1=C(C=C(C=C1)Cl)[C@@H]([C@H](C)O)O